Racemic-Isoserinol NC[C@@H](O)CO |r|